BrC=1C2=C(SC1)C(=CS2)Br 3,6-dibromothieno[3,2-b]thiophene